Magnesium sulfit S(=O)([O-])[O-].[Mg+2]